3-methyl-hydroxypropyl-vinyl-dipropylene glycol CC(CCC(C(COC(C)CO)O)C=C)O